(R)-4-((1-(5-bromothiophen-2-yl)ethyl)amino)-1-methyl-6-(1-methylcyclopropyl)pyrido[3,4-d]pyridazin-7(6H)-one BrC1=CC=C(S1)[C@@H](C)NC1=NN=C(C=2C1=CN(C(C2)=O)C2(CC2)C)C